4,6-dimethyloctadecylmethoxymethyl ether CC(CCCC(OC)OC(CCCC(CC(CCCCCCCCCCCC)C)C)OC)CC(CCCCCCCCCCCC)C